(3S,8S,13S)-1-(4-(((2-amino-4-hydroxypteridin-6-yl)methyl)amino)phenyl)-19-(4-azidophenyl)-1,6,11,19-tetraoxo-2,7,12,18-tetraazanonadecane-3,8,13-tricarboxylic acid NC1=NC2=NC=C(N=C2C(=N1)O)CNC1=CC=C(C=C1)C(N[C@@H](CCC(N[C@@H](CCC(N[C@@H](CCCCNC(=O)C1=CC=C(C=C1)N=[N+]=[N-])C(=O)O)=O)C(=O)O)=O)C(=O)O)=O